6-cyclopropyl-2-[3-ethylsulfonyl-6-(trifluoromethyl)imidazo[1,2-a]pyridin-2-yl]isoindolin-1-one C1(CC1)C1=CC=C2CN(C(C2=C1)=O)C=1N=C2N(C=C(C=C2)C(F)(F)F)C1S(=O)(=O)CC